ClC1=NC=2N(C(=C1C1=C(C=C(C#N)C=C1)F)N[C@H](C)C(C)C)N=CN2 (R)-4-(5-chloro-7-((3-methylbutan-2-yl)amino)-[1,2,4]triazolo[1,5-a]pyrimidin-6-yl)-3-fluorobenzonitrile